F[B-](F)(F)F.C(CCCCC)N1C=[N+](C=C1)CC 1-n-hexyl-3-ethylimidazolium tetrafluoroborate salt